methyl 2-(trifluoromethyl)-1'-((4-(trifluoromethyl) phenyl) sulfonyl)-2',3'-dihydro-1'H-spiro[cyclohexane-1,4'-quinoline]-6'-carboxylate FC(C1CCCCC12CCN(C1=CC=C(C=C21)C(=O)OC)S(=O)(=O)C2=CC=C(C=C2)C(F)(F)F)(F)F